ClC=1C(=CC(=C(C1)NC1=NC(=NC=N1)NC=1C(=CC(=C(C1)NC(C=C)=O)N(C[C@@H]1N(CCC1)C)C)OC)C(C)(C)O)F (R)-N-(5-(4-(5-chloro-4-fluoro-2-(2-hydroxypropan-2-yl)phenylamino)-1,3,5-triazin-2-ylamino)-4-methoxy-2-(methyl((1-methylpyrrolidin-2-yl)methyl)amino)phenyl)acrylamide